FC(C(=O)N[C@@H]1[C@H](N(C(C1)=O)C=1C=C2C=NN(C2=CC1)CC1=CN(C(C=C1)=O)C)C1=CC=CC=C1)(C)F |r| 2,2-difluoro-N-[rac-(2R,3S)-1-[1-[(1-methyl-6-oxo-3-pyridyl)methyl]indazol-5-yl]-5-oxo-2-phenyl-pyrrolidin-3-yl]propanamide